FC=1C=C(C(=NC1)C=1C(=C(C(=NC1)C)C(=O)N)O)C 5-(5-fluoro-3-methylpyridin-2-yl)-4-hydroxy-2-methylpyridine-3-carboxamide